1-[4-(1,5-dimethylpyrazol-4-yl)-3,4-dihydro-1H-isoquinolin-2-yl]-3-(4-fluorophenyl)propan-1-one CN1N=CC(=C1C)C1CN(CC2=CC=CC=C12)C(CCC1=CC=C(C=C1)F)=O